8-(2-(difluoromethyl)phenyl)-9-(4-((1-(3-fluoropropyl)azetidin-3-yl)methyl)phenyl)-6,7-dihydro-5H-benzo[7]annulene-3-carboxylic acid hydrochloride Cl.FC(C1=C(C=CC=C1)C=1CCCC2=C(C1C1=CC=C(C=C1)CC1CN(C1)CCCF)C=CC(=C2)C(=O)O)F